4-(1-(4-((1H-1,2,3-triazol-1-yl)methyl)-2-chlorophenyl)-1H-imidazol-4-yl)-N-(1-(methylsulfonyl)piperidin-4-yl)-5-(trifluoromethyl)pyrimidin-2-amine N1(N=NC=C1)CC1=CC(=C(C=C1)N1C=NC(=C1)C1=NC(=NC=C1C(F)(F)F)NC1CCN(CC1)S(=O)(=O)C)Cl